(3R,11S)-3,11-dimethyl-10-oxa-6-fluoro-2,13,17,18,21-pentaazatetracyclo[13.5.2.04,9.018,22]Docosane-1(20),4,6,8,15(22),16-hexaene-14,19-dione C[C@H]1NC2=CC(N3N=CC(C(NC[C@@H](OC4=CC=C(C=C14)F)C)=O)=C3N2)=O